pyrrolidonone N1C(C(CC1)=O)=O